ClC1=CC=C(C=N1)CN1CCN2C1=C(C(CC2OCCC)C)[N+](=O)[O-] 1-[(6-chloro-3-pyridinyl)methyl]-1,2,3,5,6,7-hexahydro-7-methyl-8-nitro-5-propoxyimidazo[1,2-a]pyridine